N-{2-[(3S,5S,8R,9S,10S,13R,14S,17R)-17-((R)-1,5-dimethyl-hexyl)-10,13-dimethyl-hexadecahydro-cyclopenta[a]phenanthren-3-yloxy]-ethyl}-ethane-1,2-diamine C[C@H](CCCC(C)C)[C@H]1CC[C@H]2[C@@H]3CC[C@H]4C[C@H](CC[C@@]4([C@H]3CC[C@]12C)C)OCCNCCN